BrC=1C(=NC(=NC1)NC1=CC(=C(C=C1OCC)N1CCCCC1)CC)NC=1C(=C2C=NN(C(C2=CC1)=O)CC)P(=O)(C)C 1-(4-((5-bromo-4-((5-(dimethylphosphoryl)-2-ethyl-1-oxo-1,2-dihydrophthalazin-6-yl)amino)pyrimidin-2-yl)amino)-5-ethoxy-2-ethylphenyl)piperidin